N-((S)-1-(4-((2-chloro-7-((S)-1-methoxyethyl)-[1,2,4]triazolo[1,5-a]pyrimidin-6-yl)amino)phenyl)-2,2,2-trifluoroethyl)-N,1-dimethylpiperidine-4-carboxamide ClC1=NN2C(N=CC(=C2[C@H](C)OC)NC2=CC=C(C=C2)[C@@H](C(F)(F)F)N(C(=O)C2CCN(CC2)C)C)=N1